2,5-difluorohexane FC(C)CCC(C)F